2-chloro-5,6-dihydro-4H-pyrrolo[3,2,1-de]pteridine ClC=1N=C2NCCN3C2=C(N1)C=C3